COC1=C(C=C(C(=C1)N1CCOCC1)[N+](=O)[O-])NC1=NC=CC(=N1)N1N=C(C(=C1)CO)C (1-(2-(2-methoxy-4-morpholino-5-nitrophenylamino)pyrimidin-4-yl)-3-methyl-1H-pyrazol-4-yl)methanol